OCCOC1=CC=C(C=C1)C(C)(C)C1=CC=C(C=C1)OCCO bis[4-(2-hydroxyethoxy)phenyl]propane